(1-ethyl-3,5-dimethyl-1H-pyrazol-4-yl)methanamine C(C)N1N=C(C(=C1C)CN)C